C1(CC1)C=1C(NC=2C=C(C=NC2C1)C(=O)[O-])=O 7-Cyclopropyl-6-oxo-5,6-dihydro-1,5-naphthyridine-3-carboxylate